ClC=1C(=C(C=CC1)C(CC)NCCC)F 1-(3-chloro-2-fluorophenyl)-N-propyl-1-propylamine